FC1(CCN(CCC1)C1=CC=C(C(=C1C(=O)O)C)C=1C=NN(C1)C)F 6-(4,4-difluoroazepan-1-yl)-2-methyl-3-(1-methyl-1H-pyrazol-4-yl)benzoic acid